O=C(C(=O)[O-])CCC ketovalerate